C(C)OC(C(C1CC1)OC1=C(C=NC=C1[N+](=O)[O-])Br)=O 2-((3-bromo-5-nitropyridin-4-yl)oxy)-2-cyclopropylacetic acid ethyl ester